C(C)N(CC)S(F)(F)F N-Ethyl-N-(trifluoro-lambda4-sulfanyl)eth-anamine